N-(2-methyl-4-(oxazol-5-yl)phenyl)chroman-3-carboxamide CC1=C(C=CC(=C1)C1=CN=CO1)NC(=O)C1COC2=CC=CC=C2C1